4-oxo-4-(pyrrolidin-1-yl)butanoic acid O=C(CCC(=O)O)N1CCCC1